4,4'-methylenebis(2-methylcyclohexane-1-amine) C(C1CC(C(CC1)N)C)C1CC(C(CC1)N)C